COCOC1=CC=C(C=C1)C=1N=NN(C1N(C(O)=O)C)C (4-(4-(methoxymethoxy)phenyl)-1-methyl-1H-1,2,3-triazol-5-yl)(methyl)carbamic acid